ClC=1C=CC(=NC1)COC1=NN=C(S1)NC(=O)C=1C=NC(=CC1C1CCOCC1)C N-(5-((5-chloropyridin-2-yl)methoxy)-1,3,4-thiadiazol-2-yl)-6-methyl-4-(oxan-4-yl)pyridine-3-carboxamide